6-(hydroxymethyl)-3,4-dihydro-1H-2,7-naphthyridine-2-carboxylic acid tert-butyl ester C(C)(C)(C)OC(=O)N1CC2=CN=C(C=C2CC1)CO